4-phenyl-1H-1,2,3-triazole-5-carboxylic acid C1(=CC=CC=C1)C=1N=NNC1C(=O)O